FC=1C=C(\C=C\2/CC(C\C(\C2=O)=C/C2=CC(=C(C=C2)F)F)C2=C(C(=O)N)C=CC(=C2)NCCN2CCCC2)C=CC1F (3,5-Bis((E)-3,4-difluorobenzylidene)-4-oxocyclohexyl)-4-((2-(pyrrolidin-1-yl)ethyl)amino)benzamide